OC(=O)O.NC(=O)O aminocarboxylic acid, hydroxycarboxylic acid salt